C(C)(C)(C)OC(=O)N1C[C@H](CCC1)S (S)-3-mercaptopiperidine-1-carboxylic acid tert-butyl ester